O[C@@H]1C2(CN(C2)C(=O)OC(C)(C)C)CC[C@H]1[C@H]1N2C(C=3C=CC=CC13)=CN=C2 tert-butyl (5S,6S)-5-hydroxy-6-[(5R)-5H-imidazo[1,5-b]isoindol-5-yl]-2-azaspiro[3.4]octane-2-carboxylate